C(C1=CC=CC=C1)NC(C1=CC=C(C=C1)OCCCCCCCCCCCCCCCCCCCCCC)C1=CC=C(C=C1)OCCCCCCCCCCCCCCCCCCCCCC N-benzyl-[bis(4-docosyloxyphenyl)]methylamine